1'-[(tert-butoxy)carbonyl]-7-(hydroxymethyl)-2H-spiro[1-benzofuran-3,3'-pyrrolidine]-6-carboxylic acid C(C)(C)(C)OC(=O)N1CC2(CC1)COC1=C2C=CC(=C1CO)C(=O)O